N-(4-chloro-2-fluoro-5-(pentafluoro-λ6-sulfaneyl)phenyl)acetamide ClC1=CC(=C(C=C1S(F)(F)(F)(F)F)NC(C)=O)F